N1(CCNCC1)C(=O)OC(CC(=O)N1N=C(C=C1)C(N)=O)(C)C 3-carbamoyl-1H-pyrazole-1-carbonylTert-butyl piperazine-1-carboxylate